(2S,3R,4R,5S,6R)-2-(4-chloro-3-(4-(2-cyclopropoxyethoxy)benzyl)phenyl)-6-(hydroxymethyl)tetrahydro-2H-pyran-3,4,5-triol ClC1=C(C=C(C=C1)[C@@H]1O[C@@H]([C@H]([C@@H]([C@H]1O)O)O)CO)CC1=CC=C(C=C1)OCCOC1CC1